2-(2-Aminopyridin-4-yl)-N-(2,2-dimethyl-6-(2-methylpyridin-4-yl)-2,3-dihydrobenzofuran-5-yl)oxazole-4-carboxamide trans-methyl-2-(hydroxymethyl)cyclopropane-1-carboxylate COC(=O)[C@H]1[C@@H](C1)CO.NC1=NC=CC(=C1)C=1OC=C(N1)C(=O)NC=1C(=CC2=C(CC(O2)(C)C)C1)C1=CC(=NC=C1)C